6-bromo-3-(2,4-dimethylbenzyl)isobenzofuran-1(3H)-one BrC1=CC=C2C(OC(C2=C1)=O)CC1=C(C=C(C=C1)C)C